NCCNC(=O)C=1SC=C(C1)C=1C=NN(C1)C1=CC=CC=C1 N-(2-aminoethyl)-4-(1-phenyl-1H-pyrazol-4-yl)thiophene-2-carboxamide